FC(S(=O)(=O)O)(F)F (+)-trifluoromethanesulfonic acid